CC1=CC=CC=2N(C(=NC21)[C@H](C)N2CCC(CC2)C2=NC(=CC=C2)NCC2=C(C=C(C=C2)C#N)F)C[C@H]2OCC2 methyl-2-((S)-1-(4-(6-((4-cyano-2-fluorobenzyl)amino)pyridin-2-yl)piperidin-1-yl)ethyl)-1-(((S)-oxetan-2-yl)methyl)-1H-benzo[d]imidazol